C(C1=CC=CC=C1)(C1=CC=CC=C1)N1CC(C1)=CCN1C(C2=CC=CC=C2C1=O)=O 2-(2-(1-benzhydryl-azetidin-3-ylidene)ethyl)isoindoline-1,3-dione